OC1(CC(C1)OC1=NC(=CC(=C1)C=1C=C(C=CC1C)NC(=O)N1C[C@@H](CC1)CC(F)(F)F)N1CCOCC1)C (3S)-N-[3-[2-(3-hydroxy-3-methylcyclobutoxy)-6-(morpholin-4-yl)pyridin-4-yl]-4-methylphenyl]-3-(2,2,2-trifluoroethyl)pyrrolidine-1-carboxamide